CC1=CC=C(C=C1)S(=O)(=O)O[C@@H]1C[C@@H](C1)C#N (cis)-3-cyanocyclobutyl 4-methylbenzenesulfonate